CN(C1CCN(CC1)CC(=O)N1[C@@H](CCC1)C#N)C=1C=NC2=CC=C(C=C2C1)C (2S)-1-[2-[4-[methyl-(6-methyl-3-quinolyl)amino]-1-piperidyl]acetyl]pyrrolidine-2-carbonitrile